N1=C(C=CC=C1)C=1N=C(SC1)NC1=CC=C(C=N1)N1CC(CCC1)C(=O)NCC(F)(F)F 1-(6-((4-(pyridin-2-yl)thiazol-2-yl)amino)pyridin-3-yl)-N-(2,2,2-trifluoroethyl)piperidine-3-carboxamide